N=1C=CN2C1C[C@@H](CC2)C(=O)O |r| rac-5,6,7,8-tetrahydroimidazo[1,2-a]pyridine-7-carboxylic acid